3-((1H-pyrrolo[2,3-b]pyridin-4-yl)methoxy)isonicotinaldehyde N1C=CC=2C1=NC=CC2COC2=C(C=O)C=CN=C2